N-(1,3-Dihydroxypropan-2-yl)-4-(2-(4-fluorophenyl)-1H-pyrrolo[2,3-b]pyridin-5-yl)-thiophene-2-carboxamide OCC(CO)NC(=O)C=1SC=C(C1)C=1C=C2C(=NC1)NC(=C2)C2=CC=C(C=C2)F